4-(boc-aminomethyl)-4-methylpiperidine hydrochloride Cl.C(=O)(OC(C)(C)C)C(C1(CCNCC1)C)N